ethyl-hexanoate C(C)OC(CCCCC)=O